N-(3-(N-(tert-butyl)sulfamoyl)-4-fluorophenyl)-6-((1-hydroxy-2-methylpropan-2-yl)amino)-2-(6-azaspiro[2.5]octan-6-yl)nicotinamide C(C)(C)(C)NS(=O)(=O)C=1C=C(C=CC1F)NC(C1=C(N=C(C=C1)NC(CO)(C)C)N1CCC2(CC2)CC1)=O